FC=1C=C(O[C@H]2C=3N(CCC2)N=C(N3)NC3[C@H]2CN(C[C@@H]3CC2)C2=CN=NC(=C2)OC)C=C(C1)F (R)-8-(3,5-difluorophenoxy)-N-((1R,5s,8s)-3-(6-methoxypyridazin-4-yl)-3-azabicyclo[3.2.1]oct-8-yl)-5,6,7,8-tetrahydro-[1,2,4]triazolo[1,5-a]pyridin-2-amine